5-bromo-8-methoxy-1,7-naphthyridine BrC1=C2C=CC=NC2=C(N=C1)OC